C(=O)(C=C)NC(C=C)=O acrylic acid-acryl amide